ClC1=CC(=C(COC2=NC=C(C(=N2)N2CCC3(C[C@@H]3C3=NC4=C(N3CC=3OC=CN3)C=C(C=C4)C(=O)O)CC2)F)C=C1)F 2-[(1S)-6-{2-[(4-chloro-2-fluorobenzyl)oxy]-5-fluoropyrimidin-4-yl}-6-azaspiro[2.5]oct-1-yl]-1-(1,3-oxazol-2-ylmethyl)-1H-benzimidazole-6-carboxylic acid